C(C)(=O)C1([C@H](O)[C@@H](O)[C@H](O)[C@H](O1)CO)NCCC[Si](OC)(OC)OC N-(acetylglucosyl)-3-aminopropyltrimethoxysilane